1-(5-(4-benzylpiperazin-1-yl)pyridin-2-yl)guanidine trifluoroacetate FC(C(=O)O)(F)F.C(C1=CC=CC=C1)N1CCN(CC1)C=1C=CC(=NC1)NC(=N)N